[13C]1(C=2C(C(N1)=O)=CC=CC2)=O phthalimide-13C